1-(4-chlorophenyl)-N-(5-(3-cyclopropyl-1-hydroxy-1-(pyridin-2-yl)propyl)-2-fluorophenyl)-3-(trifluoromethyl)-1H-pyrazole-5-carboxamide ClC1=CC=C(C=C1)N1N=C(C=C1C(=O)NC1=C(C=CC(=C1)C(CCC1CC1)(C1=NC=CC=C1)O)F)C(F)(F)F